[Si](C)(C)(C(C)(C)C)OC1CCC=2C1=NC1=C(C2N)CCC1 3-((Tert-butyldimethylsilyl)oxy)-1,2,3,5,6,7-hexahydrodicyclopenta[b,e]pyridin-8-amine